[C@H]1([C@H](C([C@H]([C@@H](C1OP(=O)(O)O)OP(=O)(O)O)OP(=O)(O)OP(=O)(O)O)OP(=O)(O)O)OP(=O)(O)OP(=O)(O)O)OP(=O)(O)O The molecule is a 1D-myo-inositol bis(diphosphate) tetrakisphosphate having the two diphospho groups located at positions 1 and 3. It derives from a myo-inositol.